3-Amino-5-((2,2-difluorocyclopropyl)methyl)-1-methyl-1H-pyrazolo[4,3-c]pyridin-4(5H)-one NC1=NN(C2=C1C(N(C=C2)CC2C(C2)(F)F)=O)C